4-[2-fluoro-5-(methoxymethoxy)-4-(4,4,5,5-tetramethyl-1,3,2-dioxaborolan-2-yl)phenyl]-1-(oxan-2-yl)pyrazole FC1=C(C=C(C(=C1)B1OC(C(O1)(C)C)(C)C)OCOC)C=1C=NN(C1)C1OCCCC1